COP(O)(=O)CP(=O)(OC(C)(C)C)OC(C)(C)C methyl-{[bis(tert-butoxy)phosphoryl]methyl}phosphonic acid